(Z)-2-(2-hydroxy-4,5-dimethoxyphenyl)-3-((isopropylamino)methylene)chroman-4-one OC1=C(C=C(C(=C1)OC)OC)C/1OC2=CC=CC=C2C(\C1=C/NC(C)C)=O